NC=1NC2=CC=CC=C2C1CCCC(=O)O 2-AMINO-3-INDOLEBUTYRIC ACID